(2S,3S,E)-2-((tert-Butoxycarbonyl)amino)-5-(tert-butyldimethylsilyl)-3-methylpent-4-enoic acid C(C)(C)(C)OC(=O)N[C@H](C(=O)O)[C@H](\C=C\[Si](C)(C)C(C)(C)C)C